fluoroethyl difluoromethyl carbonate C(OCCF)(OC(F)F)=O